C(C)OC(C(C(CC(CO[Si](C1=CC=CC=C1)(C1=CC=CC=C1)C(C)(C)C)C)Br)=O)=O 3-bromo-6-[(tert-butyldiphenylsilyl)oxy]-5-methyl-2-oxohexanoic acid ethyl ester